methyl (E)-3-(4-((1R,3R)-2-(bicyclo[1.1.1]pentan-1-ylmethyl)-3-methyl-2,3,4,9-tetrahydro-1H-pyrido[3,4-b]indol-1-yl)-3,5-difluorophenyl)acrylate C12(CC(C1)C2)CN2[C@@H](C=1NC3=CC=CC=C3C1C[C@H]2C)C2=C(C=C(C=C2F)/C=C/C(=O)OC)F